CN(CCCC1=CC=C(C=C1)O)CCCC1=CC=CC=C1 4-(3-(methyl-(3-phenylpropyl)amino)propyl)phenol